3-(morpholin-4-yl)propanal N1(CCOCC1)CCC=O